FC=1C=CC(=C(C1)[C@@H](C)NC=1C=CC=2N(N1)C(=CN2)C2=NC=CC(=C2)N2C[C@H](CCC2)O)OC (S)-1-(2-(6-(((R)-1-(5-fluoro-2-methoxyphenyl)ethyl)amino)imidazo[1,2-b]pyridazin-3-yl)pyridin-4-yl)piperidin-3-ol